2-(difluoromethyl)ornithine FC([C@](N)(CCCN)C(=O)O)F